N1=CN=CC(=C1)C(=C1C2=CC=CC=C2C(C=2C=CC=CC12)=C(C=1C=NC=NC1)C=1C=NC=NC1)C=1C=NC=NC1 9,10-bis(di(pyrimidin-5-yl)methylene)-9,10-dihydro-anthracene